butyl 3-((4-hydroxy-2-methylpentan-2-yl)thio)propanoate OC(CC(C)(C)SCCC(=O)OCCCC)C